6-benzyloxy-7-fluoro-2-methyl-4-oxa-1-azatricyclo[7.3.1.05,13]tridecan-5(13),6,8,11-tetraen-10-one C(C1=CC=CC=C1)OC=1C=2OCC(N3C=CC(C(=CC1F)C32)=O)C